13,16-Dihydroxytricosanoic acid OC(CCCCCCCCCCCC(=O)O)CCC(CCCCCCC)O